4-chloro-2-[3-(3-bromophenyl)ureido]-N-(3-hydroxy-propyl)benzamide ClC1=CC(=C(C(=O)NCCCO)C=C1)NC(=O)NC1=CC(=CC=C1)Br